2-(3-tert-butyl-2-hydroxy-5-(2-methoxycarbonylethyl)phenyl)benzotriazole C(C)(C)(C)C=1C(=C(C=C(C1)CCC(=O)OC)N1N=C2C(=N1)C=CC=C2)O